rac-(6-Chloro-imidazo[1,5-a]pyridin-5-yl)-[5-ethyl-1-(4-methoxy-phenyl)-1H-[1,2,3]triazol-4-yl]-methanol ClC=1C=CC=2N(C1[C@@H](O)C=1N=NN(C1CC)C1=CC=C(C=C1)OC)C=NC2 |r|